N[C@@H](C)C=1N(C(C2=C(C=CC=C2C1)Cl)=O)C1=NNC(=C1)CO (S)-3-(1-aminoethyl)-8-chloro-2-(5-(hydroxymethyl)-1H-pyrazol-3-yl)isoquinolin-1(2H)-one